ClC=1C=CC(=NC1)[C@@]1(OC2=C(O1)C=CC=C2C2CCN(CC2)CC2=NC1=C(N2CC2=CN=CS2)C=C(C=C1OC)C(=O)OC)C methyl (S)-2-((4-(2-(5-chloropyridin-2-yl)-2-methylbenzo[d][1,3]dioxol-4-yl)piperidin-1-yl)methyl)-4-methoxy-1-(thiazol-5-ylmethyl)-1H-benzo[d]imidazole-6-carboxylate